tertbutyl 3-((benzyloxy)methyl)-5-(2-bromo-6-chloropyridin-4-yl)piperazine-1-carboxylate C(C1=CC=CC=C1)OCC1CN(CC(N1)C1=CC(=NC(=C1)Cl)Br)C(=O)OC(C)(C)C